4-((2-iodo-1-(2,2,2-trifluoroethyl)-1H-indol-4-yl)amino)cyclohexan-1-one IC=1N(C2=CC=CC(=C2C1)NC1CCC(CC1)=O)CC(F)(F)F